5-[4-{[(Oxolan-3-yl)methyl]amino}-3-(trifluoromethyl)phenyl]-3,6-dihydro-2H-1,3,4-oxadiazin-2-on O1CC(CC1)CNC1=C(C=C(C=C1)C1=NNC(OC1)=O)C(F)(F)F